OC1=C(OC2=CC=CC(=C2C1=O)O)C1=CC=CC=C1 3,5-dihydroxyflavone